CN1N=C(N=N1)C(N1C2CNCC1C2)C2=CC=CC=C2 6-((2-methyl-2H-tetrazol-5-yl)(phenyl)methyl)-3,6-diazabicyclo[3.1.1]heptane